[SnH3]C1=C(SC=C1)[SnH3] bisstannyl-thiophene